C(C)(C)(C)P(C1=C(C(=CC=C1OC)OC)C1=C(C=C(C=C1C(C)C)C(C)C)C(C)C)C(C)(C)C di-tert-butyl([3,6-dimethoxy-2-[2,4,6-tris(propan-2-yl)phenyl]phenyl])phosphane